rel-(3aS,4R,6aR)-4-((6-chloro-4-cyanopyridazin-3-yl)amino)hexahydrocyclopenta[c]pyrrole-2(1H)-carboxylic acid tert-butyl ester C(C)(C)(C)OC(=O)N1C[C@H]2[C@@H](C1)[C@@H](CC2)NC=2N=NC(=CC2C#N)Cl |o1:9,10,12|